2-(4-chloro-2-methylphenoxy)propionic acid isocyanate ClC1=CC(=C(OC(C(=O)N=C=O)C)C=C1)C